ClC=1C=C2CCN(CC2=CC1NC1=NC=C(C(=N1)C1=CC=2C(NCCCC2S1)=O)C(F)(F)F)C 2-(2-((6-chloro-2-methyl-1,2,3,4-tetrahydroisoquinolin-7-yl)amino)-5-(trifluoromethyl)pyrimidin-4-yl)-5,6,7,8-tetrahydro-4H-thieno[3,2-c]azepin-4-one